O1C(CCCC1)O[C@@H](CO)C (2R)-2-((tetrahydro-2H-pyran-2-yl)oxy)propan-1-ol